Benzyl 2-azido-3,6-di-O-benzyl-2-deoxy-β-D-glucopyranoside N(=[N+]=[N-])[C@H]1[C@H](OCC2=CC=CC=C2)O[C@@H]([C@H]([C@@H]1OCC1=CC=CC=C1)O)COCC1=CC=CC=C1